CCC(CC)N1N=CC(=C1)NC1=NC=NC=C1 4-((1-(pentan-3-yl)-1H-pyrazol-4-yl)amino)pyrimidin